C(CCS(=O)(=O)F)S(=O)(=O)F propane-1,3-disulfonyl fluoride